ClC1=C(C=C(C=C1)C1=CNC=2N=CN(C(C21)=O)CC(=O)N2CC(CC2)F)C(F)(F)F 5-(4-chloro-3-(trifluoromethyl)phenyl)-3-(2-(3-fluoropyrrolidin-1-yl)-2-oxoethyl)-3H-pyrrolo[2,3-d]pyrimidin-4(7H)-one